[NH+]1=CC=CC=C1.S(=O)(=O)(OC[C@H]1O[C@H]([C@@H](C([C@@H]1O)=O)O)OC1=CC=CC=C1)O ((2R,3R,5S,6S)-3,5-dihydroxy-4-oxo-6-phenoxytetrahydro-2H-pyran-2-yl)methyl hydrogen sulfate pyridinium salt